methyl 4-(pyridin-2-yl)-1,2,3,4-tetrahydrocyclopenta[b]indole-2-carboxylate N1=C(C=CC=C1)N1C2=C(C=3C=CC=CC13)CC(C2)C(=O)OC